OC(C)(C)N(CCO)CCO hydroxyisopropyl-di(hydroxyethyl)amine